BrC=1SC2=C(N1)C(=CC(=C2)OC)OC 2-bromo-4,6-dimethoxybenzo[d]thiazole